(R)-1-(3-(benzofuran-5-yl)-6-(3-methoxypropyl)pyrazin-2-yl)piperidine-3-carboxylic acid O1C=CC2=C1C=CC(=C2)C=2C(=NC(=CN2)CCCOC)N2C[C@@H](CCC2)C(=O)O